(4-chlorophenyl)-6-(4-(2,3-dimethylphenyl)piperazin-1-yl)-2-(pyridin-3-yl)pyrimidine ClC1=CC=C(C=C1)C1=NC(=NC(=C1)N1CCN(CC1)C1=C(C(=CC=C1)C)C)C=1C=NC=CC1